FC(C1=CC=CC(=N1)C1CN(CC1)CCCCN)(F)F 4-(3-(6-(trifluoromethyl)pyridin-2-yl)pyrrolidin-1-yl)butan-1-amine